OC1=CC=C(C=C1)C1=CC(=NO1)C1=CC=C(C=C1)NC(C)=O N-(4-(5-(4-hydroxyphenyl)isoxazol-3-yl)phenyl)acetamide